COC1=C(C(=CC(=C1)OC)OC)P (2,4,6-trimethoxyphenyl)phosphin